3-((S)-2-hydroxy-3-((R)-8-(1-methyl-4-oxo-1,4-dihydroquinolin-3-ylsulfonyl)-1-oxa-8-azaspiro[4.5]decan-3-ylamino)propoxy)-N-methylbenzenesulfonamide O[C@H](COC=1C=C(C=CC1)S(=O)(=O)NC)CN[C@H]1COC2(C1)CCN(CC2)S(=O)(=O)C2=CN(C1=CC=CC=C1C2=O)C